NC1=C(C(=CC(=C1)Br)C(F)(F)F)O 2-amino-4-bromo-6-(trifluoromethyl)phenol